C(C1=CC=CC=C1)OC(=O)N1CC2=C(N=NC(=C2)N2N=C(N=C2N)NC2=CC=C(C=C2)OCCN2CCCC2)CC1 3-(5-amino-3-(4-(2-(pyrrolidin-1-yl)ethoxy)phenylamino)-1H-1,2,4-triazol-1-yl)-7,8-dihydropyrido[4,3-c]Pyridazine-6(5H)-carboxylic acid benzyl ester